2,6-dihydroxy-4-methyl-nicotinonitrile OC1=C(C#N)C(=CC(=N1)O)C